ClC=1C=C(C=NC1)C1=NC(=C2N=CN(C2=N1)[C@H]1[C@@H]([C@@H]([C@H](O1)C(=O)NC([2H])([2H])[2H])O)O)NCC1=CC=C(C=C1)OC (2S,3S,4R,5R)-5-(2-(5-chloropyridin-3-yl)-6-(4-methoxybenzylamino)-9H-purin-9-yl)-3,4-dihydroxyl-N-(methyl-d3)-tetrahydrofuran-2-carboxamide